C(C)(C)NC=1C=2N(N=CC1C(=O)NCCN1CCOCC1)C=C(N2)C=2C=NNC2 8-(isopropylamino)-N-(2-morpholinoethyl)-2-(1H-pyrazol-4-yl)imidazo[1,2-b]pyridazine-7-carboxamide